6-tert-butoxycarbonyloxy-2-methyl-benzothiazole C(C)(C)(C)OC(=O)OC1=CC2=C(N=C(S2)C)C=C1